butyl-magnesium phosphate P(=O)([O-])([O-])[O-].C(CCC)[Mg+].C(CCC)[Mg+].C(CCC)[Mg+]